ketoisocaproate CC(C)CC(=O)C(=O)O